9,10-Dihydrophenanthren C1=CC=CC=2C3=CC=CC=C3CCC12